3-(4-chloro-3-(trifluoromethyl)phenoxy)-4-methoxycyclobut-3-ene-1,2-dione ClC1=C(C=C(OC=2C(C(C2OC)=O)=O)C=C1)C(F)(F)F